FC=1C=C(C=CC1)C=1N=NN(C1)[C@@H]1[C@H]([C@@H](O[C@@H]([C@@H]1O)CO)C(=O)N1CCN(CC1)C1=CC2=C(NC(O2)=O)C=C1)O 6-(4-((2R,3R,4S,5R,6R)-4-(4-(3-fluorophenyl)-1H-1,2,3-triazol-1-yl)-3,5-dihydroxy-6-(hydroxymethyl)tetrahydro-2H-pyran-2-carbonyl)piperazin-1-yl)benzo[d]oxazol-2(3H)-one